NC1=C(C(=NC=N1)OC1=C(C=C(C=C1)C1=NN(C(=C1C(=O)N)C(F)(F)F)C=1C=NC=CC1)F)Cl [4-(6-amino-5-chloro-pyrimidin-4-yl)oxy-3-fluoro-phenyl]-1-(3-pyridinyl)-5-(trifluoromethyl)pyrazole-4-carboxamide